COC(=O)C=1OC(=CC(C1OCC1=CC=CC=C1)=O)CP(=O)(OC)OC 3-benzyloxy-6-(dimethoxyphosphorylmethyl)-4-oxo-pyran-2-carboxylic acid methyl ester